FC(F)(F)C1=C(C(=CC2=CC3=CC4=CC=CC=C4C=C3C=C12)N)N trifluoromethyl-2,3-diaminonaphthacene